BrC1=CC(=C(C=C1)N1CC(C1)N1CCC(CC1)NC(OC(C)(C)C)=O)F tert-butyl (1-(1-(4-bromo-2-fluorophenyl)azetidin-3-yl)piperidin-4-yl)carbamate